(3S)-3-({1-cyclopentyl-5-[2-(1,1-difluoroethyl)phenyl]-1H-pyrazol-3-yl}formamido)-5-[trans-3,4-dimethylpyrrolidin-1-yl]hexanoic acid C1(CCCC1)N1N=C(C=C1C1=C(C=CC=C1)C(C)(F)F)C(=O)N[C@H](CC(=O)O)CC(C)N1C[C@H]([C@@H](C1)C)C